3,5-dihydroxybenzyl alcohol OC=1C=C(CO)C=C(C1)O